(2S,3R,4S,5R,6R)-2-(((R)-2-Hydroxy-1-phenylethyl)thio)-6-(hydroxymethyl)-4-(4-(3,4,5-trifluorophenyl)-1H-1,2,3-triazol-1-yl)tetrahydro-2H-pyran-3,5-diol OC[C@@H](C1=CC=CC=C1)S[C@@H]1O[C@@H]([C@@H]([C@@H]([C@H]1O)N1N=NC(=C1)C1=CC(=C(C(=C1)F)F)F)O)CO